5-((2S,3R,4S,5R)-3,4-dihydroxy-5-(hydroxymethyl)tetrahydrofuran-2-yl)-1-(1-methylpiperidin-4-yl)pyrimidine O[C@H]1[C@@H](O[C@@H]([C@H]1O)CO)C=1C=NCN(C1)C1CCN(CC1)C